4-(difluoro((1-isopropyl-3-methyl-1H-pyrazol-5-yl)sulfonyl)methyl)-N-(pyridazin-4-yl)piperidine-1-carboxamide FC(C1CCN(CC1)C(=O)NC1=CN=NC=C1)(S(=O)(=O)C1=CC(=NN1C(C)C)C)F